4-(7-methyl-2-(3-phenyl-1H-pyrazol-1-yl)pyrido[3,2-d]pyrimidin-4-yl)morpholine CC1=CC=2N=C(N=C(C2N=C1)N1CCOCC1)N1N=C(C=C1)C1=CC=CC=C1